CN1C(NC2=C1C=C(C=C2)B2OC(C(O2)(C)C)(C)C)=O 1-Methyl-6-(4,4,5,5-tetramethyl-1,3,2-dioxaborolan-2-yl)-1H-benzo[d]imidazol-2(3H)-one